(Z)-5-((5-((1H-indol-3-yl)methylene)-4-oxo-4,5-dihydrothiazol-2-yl)amino)-2-hydroxybenzoic acid N1C=C(C2=CC=CC=C12)\C=C/1\C(N=C(S1)NC=1C=CC(=C(C(=O)O)C1)O)=O